2-fluoro-N-(1-(4-(4-fluorophenyl)-2-methyl-2,8-diazaspiro[4.5]decane-8-carbonyl)cyclohexyl)-5-(trifluoromethyl)benzamide FC1=C(C(=O)NC2(CCCCC2)C(=O)N2CCC3(C(CN(C3)C)C3=CC=C(C=C3)F)CC2)C=C(C=C1)C(F)(F)F